FC1=C(C=CC(=C1F)OC)C1=CN=C2N1C=CN=C2NC2=CC(=C(C(=O)NCCCNC(=O)C1NC(NC1)=N)C=C2)CC N-[3-[[4-[[3-(2,3-difluoro-4-methoxy-phenyl)imidazo[1,2-a]pyrazin-8-yl]amino]-2-ethyl-benzoyl]amino]propyl]-2-imino-imidazolidine-4-carboxamide